COC(=O)N1C[C@H](CC1)C1=NC(=NO1)C1=C(C(=C(C(=C1)F)C)NC(=O)C1=CN=C2N1C=CC=C2)F (S)-3-(3-(2,5-difluoro-3-(imidazo[1,2-a]pyridine-3-carboxamido)-4-methylphenyl)-1,2,4-oxadiazol-5-yl)pyrrolidine-1-carboxylic acid methyl ester